(R)-N-((S)-3'H-dispiro[cyclopropane-1,1'-indene-2',4''-piperidine]-3'-yl)-2-methylpropane-2-sulfinamide N1CCC2(CC1)C1(C3=CC=CC=C3[C@H]2N[S@](=O)C(C)(C)C)CC1